Undec-2,4,6-triene-9-carboxylic acid CC=CC=CC=CCC(CC)C(=O)O